2-ACETYLPYRIDINE-4-CARBALDEHYDE C(C)(=O)C1=NC=CC(=C1)C=O